3-bromo-N-(5-bromo-7-(3,3-difluoroazetidine-1-carbonyl)pyrazolo[1,5-a]pyridin-6-yl)-1-(3-chloropyridin-2-yl)-1H-pyrazole-5-carboxamide BrC1=NN(C(=C1)C(=O)NC=1C(=CC=2N(C1C(=O)N1CC(C1)(F)F)N=CC2)Br)C2=NC=CC=C2Cl